5-(benzyloxy)-N1,N3-Bis(6-butylaminopyridin-2-yl)isophthalamide C(C1=CC=CC=C1)OC=1C=C(C=C(C(=O)NC2=NC(=CC=C2)NCCCC)C1)C(=O)NC1=NC(=CC=C1)NCCCC